FC(C1CC(C1)CN1N=C(N=C1)C(=O)N)(F)F 1-(((1R,3S)-3-trifluoromethylcyclobutyl)methyl)-1H-1,2,4-triazol-3-carboxamid